tert-butyl-2-(2,6-dioxopiperidin-3-yl)-5-(piperidin-4-yl)isoindole-1,3-dione C(C)(C)(C)C1=C2C(N(C(C2=CC=C1C1CCNCC1)=O)C1C(NC(CC1)=O)=O)=O